C(C=C)N1N=C(C=2C1=NC=NC2N)C2=CC(=C(C=C2)N)F 1-ALLYL-3-(4-AMINO-3-FLUOROPHENYL)-1H-PYRAZOLO[3,4-D]PYRIMIDIN-4-AMINE